C(C)(=O)N1CCC(CC1)NC1=CC(=NC=C1C(=O)NC[C@H](C(C)(C)O)F)N1C=CC2=C1C=CC(=N2)C#N (R)-4-((1-acetylpiperidin-4-yl)amino)-6-(5-cyano-1H-pyrrolo[2,3]pyridin-1-yl)-N-(2-fluoro-3-hydroxy-3-methylbutyl)nicotinamide